p-sexiphenyl C1=CC=C(C=C1)C2=CC=C(C=C2)C3=CC=C(C=C3)C4=CC=C(C=C4)C5=CC=C(C=C5)C6=CC=CC=C6